NC1=NC=C(C=2NC=3C=CC=CC3C21)C(=O)N 1-amino-5H-pyrido[4,3-b]indol-4-carboxamide